1-(6-{[(3R)-1-ethylpyrrolidin-3-yl]amino}pyridin-2-yl)-6-[(1-methyl-1H-indazol-5-yl)amino]-2-(prop-2-en-1-yl)-1H,2H,3H-pyrazolo[3,4-d]pyrimidin-3-one C(C)N1C[C@@H](CC1)NC1=CC=CC(=N1)N1N(C(C=2C1=NC(=NC2)NC=2C=C1C=NN(C1=CC2)C)=O)CC=C